methyl 2-((tert-butoxycarbonyl)amino)-4-(4-(2,2-difluoroethyl)piperazin-2-yl)benzoate C(C)(C)(C)OC(=O)NC1=C(C(=O)OC)C=CC(=C1)C1NCCN(C1)CC(F)F